CC1=C(C=CC(=C1)O[C@H](C)C1=CC=CC=C1)C1=CC2=C(N=CN=C2C=2CCNCC2)N1 (R)-6-(2-methyl-4-(1-phenylethoxy)phenyl)-4-(1,2,3,6-tetrahydropyridin-4-yl)-7H-pyrrolo[2,3-d]pyrimidine